1-(5-chloro-1H-pyrazolo[4,3-b]pyridin-1-yl)-2-methylpropan-2-ol ClC1=CC=C2C(=N1)C=NN2CC(C)(O)C